ClC=1C=C(C=2N(N1)C=CN2)[C@@H]2[C@H](C2)C2=CC=NC=C2 6-chloro-8-[(1S,2S)-2-(4-pyridyl)cyclopropyl]imidazo[1,2-b]pyridazine